para-dimethylaminobenzoic acid 2-ethylhexyl ester C(C)C(COC(C1=CC=C(C=C1)N(C)C)=O)CCCC